3-(4-mercaptophenyl)-2-methylquinazolin-4(3H)-one SC1=CC=C(C=C1)N1C(=NC2=CC=CC=C2C1=O)C